cyclopropylmethyl-bromoketone C1(CC1)CC(=O)Br